FC=1C=C(C=NC1)CN1C(N(C2=NC=C(C=C21)C2=CC(=CC=C2)OC(F)(F)F)C)=O 1-[(5-fluoro-3-pyridinyl)methyl]-3-methyl-6-[3-(trifluoromethoxy)phenyl]imidazo[4,5-b]pyridin-2-one